magnesium-silicon phosphate salt P(=O)([O-])([O-])[O-].[Si+4].[Mg+2].P(=O)([O-])([O-])[O-]